2-FORMYL-4-NITROPHENOXYACETIC ACID C(=O)C1=C(OCC(=O)O)C=CC(=C1)[N+](=O)[O-]